(3RS)-3-aminobutan-1-ol N[C@@H](CCO)C |r|